5-hydroxy-2-isopentyl-1-phenyl-1H-benzo[g]indazol-3(2H)-one OC=1C=C2C(N(N(C2=C2C1C=CC=C2)C2=CC=CC=C2)CCC(C)C)=O